CC1=NC=C(C(=O)NCCN2[C@@H](CCC2)C)C=C1NC1=NN(C=2C=3N(N=CC21)C=C(C3)C=3C=NN(C3)C)C (R)-6-methyl-5-((1-methyl-8-(1-methyl-1H-pyrazol-4-yl)-1H-pyrazolo[3,4-d]pyrrolo[1,2-b]pyridazin-3-yl)amino)-N-(2-(2-methylpyrrolidin-1-yl)ethyl)nicotinamide